(S)-ethyl 2-((4-((2-amino-4-(1-hydroxyhexan-3-ylamino)-6-methylpyrimidin-5-yl)methyl)-3-methoxybenzyl)(ethyl)amino)acetate NC1=NC(=C(C(=N1)N[C@H](CCO)CCC)CC1=C(C=C(CN(CC(=O)OCC)CC)C=C1)OC)C